3-(2,4-Difluorophenoxy)-7-(1-(3,3-difluoropiperidin-1-yl)ethyl)-1,6-naphthyridine FC1=C(OC=2C=NC3=CC(=NC=C3C2)C(C)N2CC(CCC2)(F)F)C=CC(=C1)F